C(C)[C@H]1C(N(C=2C=NC(=NC2N1C(C)C)NCC=1C=NN(C1)CC1=CC(=C(C(=C1)F)F)F)C)=O (7S)-7-ethyl-8-isopropyl-5-methyl-2-(((1-(3,4,5-trifluorobenzyl)-1H-pyrazol-4-yl)methyl)amino)-7,8-dihydropteridin-6(5H)-one